lanthanum-strontium iron oxide [O-2].[Fe+2].[Sr+2].[La+3]